N-Boc-3-methyl-4-piperidinone C(=O)(OC(C)(C)C)N1CC(C(CC1)=O)C